4-amino-N-(4-(methoxymethyl)phenyl)-7-(1-methylcyclopropyl)-6-(pyrimidin-5-ylethynyl)-7H-pyrrolo[2,3-d]pyrimidine-5-carboxamide NC=1C2=C(N=CN1)N(C(=C2C(=O)NC2=CC=C(C=C2)COC)C#CC=2C=NC=NC2)C2(CC2)C